[N+](=O)([O-])C1=C(SC(=C1)C(=O)O)C(=O)O 3-nitrothiophene-2,5-dicarboxylic acid